(difluoromethoxy)-N-(fluoromethyl)-4-(2-(3-(trifluoromethoxy)phenethyl)phenoxy)-N-(trifluoromethyl)butane-1-amine FC(OC(CCCOC1=C(C=CC=C1)CCC1=CC(=CC=C1)OC(F)(F)F)N(C(F)(F)F)CF)F